ClC1=CC=CC(=C1C(=O)NC1=CC=C(C=C1)N1C2=C(NC(CC1=O)=O)C1=CC=CC=C1C=C2)O 5-[4-(6-Chloro-2-hydroxybenzoylamino)phenyl]1H-naphtho[1,2-b][1,4]diazepine-2,4(3H,5H)-dione